1,8-dimethyl-3,4-dihydropyrido[4,3-d]pyrimidin-2(1H)-one CN1C(NCC2=C1C(=CN=C2)C)=O